FC(CCCCCCC(F)(F)F)C(COCC(CCCC)C(CCCCCCC(F)(F)F)F)CCCC 2-tetrafluorooctylhexyl ether